OCCN1CC(CC1=O)N1CSC(=C1C)COC=1C=CC2=C(C=C(O2)C)C1 N-(1-(2-hydroxyethyl)-5-oxopyrrolidin-3-yl)-2-methyl-5-((4-methylthiazol-5-yl)methoxy)benzofuran